8-(3-fluoro-2-(trifluoromethyl)phenyl)-9-(3-fluoro-4-((1-(3-fluoropropyl)azetidin-3-yl)methyl)phenyl)-6,7-dihydro-5H-benzo[7]annulene-3-carboxylic acid FC=1C(=C(C=CC1)C=1CCCC2=C(C1C1=CC(=C(C=C1)CC1CN(C1)CCCF)F)C=CC(=C2)C(=O)O)C(F)(F)F